ClC1=C(C(=O)NNC(=O)NC2=CC=CC=C2)C=C(C=C1)NC(=O)[C@@H]1C([C@H]1C1=CC(=CC(=C1)Cl)Cl)(Cl)Cl Trans-2-(2-chloro-5-(2,2-dichloro-3-(3,5-dichlorophenyl)cyclopropane-1-carboxamido)benzoyl)-N-phenylhydrazine-1-carboxamide